4-hydroxy-6-fluoro-7-methyl-3-(N-ethylaminoethyl)indole OC1=C2C(=CNC2=C(C(=C1)F)C)CCNCC